Cl.NCC#CC1=CC=C(C=C1)NC(OCCOC1=CC=C(C=C1)C(=O)C1=CC=C(C=C1)C1=C(C=CC(=C1)C(NC1CC1)=O)C)=O 2-(4-(5'-(cyclopropylcarbamoyl)-2'-methyl-[1,1'-biphenyl]-4-carbonyl)phenoxy)ethyl (4-(3-aminoprop-1-yn-1-yl)phenyl)carbamate hydrochloride